3-(1,1-difluoro-2-(4-hydroxypiperidin-1-yl)-2-oxoethyl)-4-fluoro-N-(4-fluoro-3-methylphenyl)benzamide FC(C(=O)N1CCC(CC1)O)(F)C=1C=C(C(=O)NC2=CC(=C(C=C2)F)C)C=CC1F